ClC1=CC(=C(COC2=NC(=NC=C2)C2=CC(=C(C=3CCOC32)CC3=NC2=C(N3C[C@H]3OCC3)C=C(C=C2OC)C(=O)O)F)C=C1)F (S)-2-((7-(4-((4-chloro-2-fluorobenzyl)oxy)pyrimidin-2-yl)-5-fluoro-2,3-dihydrobenzofuran-4-yl)methyl)-4-methoxy-1-(oxetane-2-ylmethyl)-1H-benzo[d]imidazole-6-carboxylic acid